iridium-yttrium oxide [O-2].[Y+3].[Ir+3].[O-2].[O-2]